C(C)OC(=O)C1=NN(C=2C(N(CCC21)C2=CC1=C(CCCN(C1=O)C)C=C2)=O)C2=CC(=CC=C2)Cl 1-(3-Chlorophenyl)-6-(2-methyl-1-oxo-4,5-dihydro-3H-2-benzoazepin-8-yl)-7-oxo-4,5-dihydropyrazolo[3,4-c]pyridine-3-carboxylic acid ethyl ester